4-(4,5-Dimethyl-2-((2,2,3,3-tetramethylcyclopropan-1-carbonyl)-imino)thiazol-3(2H)-yl)butyl-1,1,4,4-d4-4-methylbenzensulfonat CC=1N(C(SC1C)=NC(=O)C1C(C1(C)C)(C)C)C(CCC([2H])([2H])OS(=O)(=O)C1=CC=C(C=C1)C)([2H])[2H]